(methylsulfonylmethyl)-3-(oxetan-3-yloxy)pyrazol CS(=O)(=O)CC=1C(=NNC1)OC1COC1